N1=C2C(=CC=C1)C(CC2O)O 6,7-dihydro-5H-cyclopenta[b]pyridine-5,7-diol